bis(trifluoroethyl)ether FC(COCC(F)(F)F)(F)F